1-((1R,2S)-2-fluorocyclopropyl)-3-(7-(methylamino)-5-((2,3,5,6-tetrafluorophenyl)amino)pyrazolo[1,5-a]pyrimidin-3-yl)urea F[C@@H]1[C@@H](C1)NC(=O)NC=1C=NN2C1N=C(C=C2NC)NC2=C(C(=CC(=C2F)F)F)F